C(C1CO1)OCCC[Si](O[Si](O[Si](OC1=CC=CC=C1)(OC1=CC=CC=C1)OC1=CC=CC=C1)(C)C)(C)C 1-(3-glycidoxypropyl)-1,1,3,3-tetramethyl-5,5,5-triphenoxytrisiloxane